ClC=1C=C(C=C(C1)Cl)C1=CC(=CC(=C1)OC=1C=NC(=NC1)N1CCN(CC1)C)CN1CCC(CC1)CC(=O)OC methyl 2-(1-((3',5'-dichloro-5-((2-(4-methylpiperazin-1-yl)pyrimidin-5-yl)oxy)-[1,1'-biphenyl]-3-yl)methyl)piperidin-4-yl)acetate